IC1=CC=C(C=C1)C=1OC(=CC1C(=O)N)C(F)(F)F 2-(4-iodophenyl)-5-(trifluoromethyl)furan-3-carboxamide